C(C)(C)(C)OC(=O)N1CC2(C[C@H]1C(=O)OC(C)(C)C)CC=CC2 (3S)-2-azaspiro[4.4]non-7-ene-2,3-dicarboxylic acid di-tert-butyl ester